BrC=1C(=NC2=CC=CC=C2N1)C([2H])([2H])[2H] bromo-2-(methyl-d3)quinoxaline